ClC1=C(C(=CC(=C1)F)C)NC(=O)C1=CN=C(S1)NC1=NC(=NC(=C1)Cl)C N-(2-chloro-4-fluoro-6-methylphenyl)-2-[(2-methyl-6-chloro-4-pyrimidinyl)amino]-5-thiazolecarboxamide